ClC=1C(N(C(=C(C1)C1=C(C=CC(=C1)OCOC)Cl)C1=C(C=CC=C1F)F)CC)=O 3-chloro-5-(2-chloro-5-(methoxymethyloxy)phenyl)-6-(2,6-difluorophenyl)-1-ethylpyridin-2(1H)-one